CC1=C(OC=2CCC3=CN(N=C3C21)CC=2C=NC=CC2)C(=O)O 8-Methyl-2-[(pyridin-3-yl)methyl]-4,5-dihydro-2H-furo[2,3-g]indazole-7-carboxylic acid